Bismuth diselenide [Bi](=[Se])=[Se]